NC1CCC2=CC(=CC=C12)C#N 1-amino-2,3-dihydro-1H-indene-5-carbonitrile